C(CCCCCCCCCCCCCCCCC)[N+]12CCN(CC1)CC2 1-octadecyl-1,4-diazabicyclo[2.2.2]octane-1-ium